2-[4-chloro-6-methoxy-7-(3-methoxypropoxy)-3-quinolyl]Oxazole ClC1=C(C=NC2=CC(=C(C=C12)OC)OCCCOC)C=1OC=CN1